(R)-4-(2-(difluoromethyl)-1H-benzo[d]imidazol-1-yl)-6-morpholino-N-(1-phenylpropyl)-1,3,5-triazin-2-amine FC(C1=NC2=C(N1C1=NC(=NC(=N1)N1CCOCC1)N[C@H](CC)C1=CC=CC=C1)C=CC=C2)F